(S)-N5-isopropyl-N2-methyl-3-(1-phenylethoxy)-1H-pyrrole-2,5-dicarboxamide C(C)(C)NC(=O)C1=CC(=C(N1)C(=O)NC)O[C@@H](C)C1=CC=CC=C1